tert-Butyl 3-(4-ethynyl-1H-pyrazol-1-yl)azetidine-1-carboxylate C(#C)C=1C=NN(C1)C1CN(C1)C(=O)OC(C)(C)C